1-(tert-Butyl)-N-((1,2,3,5,6,7-hexahydro-s-indacen-4-yl)carbamoyl)azetidine-3-sulfonamide, potassium salt [K].C(C)(C)(C)N1CC(C1)S(=O)(=O)NC(NC1=C2CCCC2=CC=2CCCC12)=O